N(=[N+]=[N-])C(C(=O)OC1=CC=CC=C1)(F)F phenyl 2-azido-2,2-difluoroacetate